6-amino-5-(2,3-dichlorophenyl)-2-[(1R,7S,11r)-11-amino-1,7-dimethyl-9-azabicyclo[5.3.1]undecan-9-yl]pyrimidine-4-carboxamide NC1=C(C(=NC(=N1)N1C[C@@]2(CCCCC[C@](C1)(C2N)C)C)C(=O)N)C2=C(C(=CC=C2)Cl)Cl